2-(3-acetyl-5-(pyrimidin-5-ylamino)-1H-indazol-1-yl)-N-(2-((2'-chloro-2-fluoro-[1,1'-biphenyl]-3-yl)amino)-2-oxoethyl)-N-isopropylacetamide C(C)(=O)C1=NN(C2=CC=C(C=C12)NC=1C=NC=NC1)CC(=O)N(C(C)C)CC(=O)NC=1C(=C(C=CC1)C1=C(C=CC=C1)Cl)F